C1(CCCCC1)N(C1=CC=CC=C1)C(CC1(CCN(CC1)C(N(C)C1=C(C=CC=C1)F)=O)C(=O)O)=O 4-[2-(N-cyclohexylanilino)-2-oxo-ethyl]-1-[(2-fluorophenyl)-methyl-carbamoyl]piperidine-4-carboxylic acid